N-(5-(Difluoromethoxy)pyridin-3-yl)-6-(pyrazolo[1,5-a]pyrazin-3-carbonyl)-4,5,6,7-tetrahydrothieno[2,3-c]pyridin-3-carboxamid FC(OC=1C=C(C=NC1)NC(=O)C1=CSC=2CN(CCC21)C(=O)C=2C=NN1C2C=NC=C1)F